C(C)(C)(C)[Si](OCCOC1=C(C=CC(=C1)F)N1C(=C(C2=C1C=C1C=NN(C1=C2)C(C(C)(C)C)=O)I)C(C)C)(C)C 1-[5-[2-[2-[tert-butyl-(dimethyl)silyl]oxyethoxy]-4-fluoro-phenyl]-7-iodo-6-isopropyl-pyrrolo[2,3-f]indazol-1-yl]-2,2-dimethyl-propan-1-one